[Mn].[Na].[Fe].[Ni].BrC(C(=O)C1=CNC2=CC(=C(C=C12)OC(F)(F)F)OC)C1=C(C=C(C=C1)Cl)OC 2-bromo-2-(4-chloro-2-methoxyphenyl)-1-(6-methoxy-5-(trifluoro-methoxy)-1H-indol-3-yl)ethanone nickel-iron-sodium manganese